ClC1=C(C#N)C=CC(=C1)N1CC2(C[C@@H]1C)CCN(CC2)C2=CC=C(C=C2)C(=O)N2CCC(CC2)N2CCN(CC2)C2=CC(=CC=C2)NC2C(NC(CC2)=O)=O 2-Chloro-4-((3S)-8-(4-(4-(4-(3-((2,6-dioxopiperidin-3-yl)amino)phenyl)piperazin-1-yl)piperidine-1-carbonyl)phenyl)-3-methyl-2,8-diazaspiro[4.5]decan-2-yl)benzonitrile